ClC=1C=C(C(=NC1)C(F)(F)F)NC1=CC=C(C=N1)N1[C@H](CN(CC1)C(=O)OC(C)(C)C)C tert-butyl (3S)-4-(6-{[5-chloro-2-(trifluoromethyl)pyridin-3-yl]amino}pyridin-3-yl)-3-methylpiperazine-1-carboxylate